B([O-])([O-])[O-].[Pr+3].BrC(CS(=O)(=O)C1=CC=C(C)C=C1)C1=CC=CC2=CC=CC=C12 (1-bromo-2-tosylethyl)naphthalene Praseodymium borate